3,3'-((4-((2-bromo-6-chloro-4-nitrophenyl)diazenyl)phenyl)azanediyl)dipropanoic acid BrC1=C(C(=CC(=C1)[N+](=O)[O-])Cl)N=NC1=CC=C(C=C1)N(CCC(=O)O)CCC(=O)O